C(N)(O[C@H]1CSC2=C(NC1=O)C=C(C=C2)/C(/N)=N/O)=O (3R)-7-[(Z)-N'-hydroxycarbamimidoyl]-4-oxo-3,5-dihydro-2H-1,5-benzothiazepin-3-yl carbamate